COC1=C(OCC(=O)C2=CC(=C(C(=C2)OC)OC)OC)C=CC=C1 2-(2-methoxyphenoxy)-1-(3,4,5-trimethoxyphenyl)ethanone